FC=1C=C2C(CCN(C2=CC1N1CCNCC1)CC)=O 6-fluoro-1-ethyl-7-piperazin-1-yl-2,3-dihydro-quinolin-4(1H)-one